3-(1,3-benzothiazol-2-ylamino-4-methyl-6,7-dihydro-5H-pyrido[2,3-c]pyridazin-8-yl)-5-[3-[2-fluoro-4-[3-(4-methylpiperazin-1-yl)but-1-ynyl]phenoxy]propyl]thiazole-4-carboxylate S1C(=NC2=C1C=CC=C2)NC2=C(C1=C(N=N2)N(CCC1)N1CSC(=C1C(=O)[O-])CCCOC1=C(C=C(C=C1)C#CC(C)N1CCN(CC1)C)F)C